(S)-1-((5-(2,2'-dichloro-3'-(1,3-dimethyl-2,4-dioxo-1,2,3,4-tetrahydropyrimidine-5-carboxamido)-[1,1'-biphenyl]-3-yl)-3-methoxypyrazin-2-yl)methyl)piperidine-2-carboxylic acid ClC1=C(C=CC=C1C=1N=C(C(=NC1)CN1[C@@H](CCCC1)C(=O)O)OC)C1=C(C(=CC=C1)NC(=O)C=1C(N(C(N(C1)C)=O)C)=O)Cl